CN1N=C2C(=CC(=CC2=C1)NC(=O)C1=CC=C(C2=C1N=C(S2)OC)N2C[C@@H](N([C@H](C2)C)C(=O)OC(C)(C)C)C)C tert-butyl (2S,6S)-4-[4-[(2,7-dimethylindazol-5-yl)carbamoyl]-2-methoxy-1,3-benzothiazol-7-yl]-2,6-dimethyl-piperazine-1-carboxylate